N[C@H](C)C=1C(=C(C=CC1)C(CO)(F)F)F (R)-2-(3-(1-Aminoethyl)-2-fluorophenyl)-2,2-difluoroethane-1-ol